C(C)(C)(C)[Si](C)(C)Cl T-Butyldimethyl-silyl chloride